ClC1=CC=C(CC=2C(=NC=CC2)C(=O)N)C=C1 (4-chlorobenzyl)picolinamide